2'-Chloro-5'-methyl-5',7'-dihydrospiro[cyclohexane-1,8'-imidazo[1,2-e]purin]-4-one ClC=1N=CC=2N(C=3N(C2N1)C1(CN3)CCC(CC1)=O)C